ClC1=CC=C(C=C1)NC(=O)N1CCC(CC1)CC1=CN(C2=CC=CC=C12)C(=O)OC1=CC=CC=C1 phenyl 3-((1-((4-chlorophenyl) carbamoyl) piperidine-4-yl) methyl)-1H-indole-1-carboxylate